methyl 7-[5-chloranyl-2-[2-(2'-methyl-4'-oxidanylidene-spiro[1,3-dioxolane-2,6'-7,8-dihydro-5H-quinazoline]-3'-yl)ethoxy]phenyl]-5-methyl-thieno[3,2-b]pyridine-3-carboxylate ClC=1C=CC(=C(C1)C1=C2C(=NC(=C1)C)C(=CS2)C(=O)OC)OCCN2C(=NC=1CCC3(CC1C2=O)OCCO3)C